S1C(=NC2=C1C=CC=C2)NC(=O)C=2C=CC=C1CCN(CC21)C2=CC=C(C(=N2)C(=O)O)C=2C=NN(C2)C(CCCOC)C2=CC=CC=C2 6-[8-(1,3-benzothiazol-2-ylcarbamoyl)-3,4-dihydroisoquinolin-2(1H)-yl]-3-[1-(4-methoxy-1-phenylbutyl)-1H-pyrazol-4-yl]pyridine-2-carboxylic acid